O=C1NC(CCC1N1C(C2=CC=C(C=C2C1=O)N1C2CN(CC1CC2)CC2CCNCC2)=O)=O 2-(2,6-dioxopiperidin-3-yl)-5-(3-(piperidin-4-ylmethyl)-3,8-diazabicyclo[3.2.1]octane-8-yl)isoindoline-1,3-dione